CNC([O-])=O N-(methyl)carbamate